C1=CC(=C(C=C1Br)OC2=C(C=CC(=C2)Br)O)O 2,2'-dihydroxy-5,5'-dibromodiphenyl ether